2-(((1R,5S,6S)-6-(6-((4-Chloro-2-fluorobenzyl)oxy)-3-fluoropyridin-2-yl)-3-azabicyclo[3.1.0]hexan-3-yl)methyl)-1-(((S)-oxetan-2-yl)methyl)-1H-benzo[d]imidazole-6-carboxylic acid ClC1=CC(=C(COC2=CC=C(C(=N2)C2[C@H]3CN(C[C@@H]23)CC2=NC3=C(N2C[C@H]2OCC2)C=C(C=C3)C(=O)O)F)C=C1)F